NCCCC(=O)O AmiNObutyric acid